ketoibuprofen O=CC(C(O)=O)C1=CC=C(CC(C)C)C=C1